C1(CCCC1)N1C(C(N(C=2C=NC(=NC12)C1=C(C(=C(C(=O)O)C=C1)N)OC)C)=O)CC 8-cyclopentyl-7-ethyl-5-methyl-6-oxo-5,6,7,8-tetrahydropteridin-2-yl(amino)-3-methoxybenzoic acid